C1(=CCC(CC1)C(C)(C)S)C 1-para-menthene-8-thiol